fluorenylmethyloxycarbonyl-N'-trityl-D-glutamine C1(=CC=CC=2C3=CC=CC=C3CC12)COC(=O)N[C@H](CCC(NC(C1=CC=CC=C1)(C1=CC=CC=C1)C1=CC=CC=C1)=O)C(=O)O